BrC=1C=CC=2C3=C(NC2C1)CCN(C3)C(=O)OC(C)(C)C tert-butyl 7-bromo-1,3,4,5-tetrahydro-2H-pyrido[4,3-b]indole-2-carboxylate